ClC1=C(C(=NC=C1)C(C)NC(C1=CC(=CC(=C1)C(F)(F)F)C(F)(F)F)=O)N1N=CC(=N1)C1=NC=CC=C1 N-[1-[4-chloro-3-[4-(2-pyridyl)triazol-2-yl]-2-pyridyl]ethyl]-3,5-bis(tri-fluoromethyl)benzamide